7-[1-(Azepan-4-yl)-5-methyl-triazol-4-yl]-5-[(1R)-1-(2-pyridyl)ethoxy]imidazo[1,2-a]pyridine-3-carbonitrile N1CCC(CCC1)N1N=NC(=C1C)C1=CC=2N(C(=C1)O[C@H](C)C1=NC=CC=C1)C(=CN2)C#N